(E)-N-(1-(3-(4-bromophenyl)acryloyl)pyrrolidin-3-yl)tetrahydro-2H-pyran-4-carboxamide BrC1=CC=C(C=C1)/C=C/C(=O)N1CC(CC1)NC(=O)C1CCOCC1